2-[(2,5-dichloropyridin-4-yl)amino]-N-methylbenzamide ClC1=NC=C(C(=C1)NC1=C(C(=O)NC)C=CC=C1)Cl